3-methyl-1-(4-(6-methyl-3-(7-(4-methyl-2H-1,2,3-triazol-2-yl)-1,8-naphthyridin-4-yl)imidazo[1,2-b]pyridazin-7-yl)benzyl)azetidin-3-ol CC1(CN(C1)CC1=CC=C(C=C1)C1=CC=2N(N=C1C)C(=CN2)C2=CC=NC1=NC(=CC=C21)N2N=CC(=N2)C)O